2,3-dihydro-3-oxo-4H-1,4-benzoOxazine-4-propionic acid O=C1COC2=C(N1CCC(=O)O)C=CC=C2